ClC=1C=C(C(=NC1)OC1=C(C=C(C=C1)C1=NC=CC(=N1)CC(=O)O)F)F (2-{4-[(5-chloro-3-fluoropyridin-2-yl)oxy]-3-fluorophenyl}pyrimidin-4-yl)acetic acid